ClC1=C(C=C(C(=C1)Cl)OC)NC1=C(C=NC2=CC(=C(C=C12)OC)OCCN1CCN(CC1)CC)C#N 4-[(2,4-dichloro-5-methoxyphenyl)amino]-7-[2-(4-ethyl-1-piperazinyl)ethoxy]-6-methoxy-3-quinolinecarbonitrile